2-[4-amino-6,7-dichloro-3-(1H-pyrazol-4-yl)-1H-indol-2-yl]ethanol NC1=C2C(=C(NC2=C(C(=C1)Cl)Cl)CCO)C=1C=NNC1